2-benzyl-6-phenyl-8-(pyridin-4-yl)imidazo[1,2-a]pyrazin-3(7H)-one C(C1=CC=CC=C1)C1=NC=2N(C=C(NC2C2=CC=NC=C2)C2=CC=CC=C2)C1=O